CC1=C2COC(C2=CC=C1[C@@H]1CN(C[C@H]2N1C(OC2)=O)C(=O)OC(C)(C)C)=O tert-butyl (5R,8aR)-5-(4-methyl-1-oxo-1,3-dihydroisobenzofuran-5-yl)-3-oxotetrahydro-3H-oxazolo[3,4-a]pyrazine-7(1H)-carboxylate